N1C=CC=2C1=NC=C(C2)OC=2C=C(C=CC2C(=O)OC)C=2CCC(CC2)=O methyl 3-((1H-pyrrolo[2,3-b]pyridin-5-yl)oxy)-4'-oxo-2',3',4',5'-tetrahydro-[1,1-biphenyl]-4-carboxylate